C1(=CC=CC=C1)N(C1=CC=C(C=C1)N)C1=C(C=CC=C1)C phenyltolyl-p-phenylenediamine